ClC=1C(=NC=CC1)NC(=O)NC(C1=C(C=C(C=C1)CC)F)=O N-((3-chloropyridin-2-yl)carbamoyl)-4-ethyl-2-fluorobenzamide